2-(4-cyclopropyl-6-methoxypyrimidin-5-yl)-8-{[3'-(trifluoromethyl)-[1,1'-biphenyl]-4-yl]methyl}pyrido[2,3-d]pyrimidin-7-one C1(CC1)C1=NC=NC(=C1C=1N=CC2=C(N1)N(C(C=C2)=O)CC2=CC=C(C=C2)C2=CC(=CC=C2)C(F)(F)F)OC